2-((2-(dinonylamino)ethyl)(dodecyl)amino)ethan-1-ol C(CCCCCCCC)N(CCN(CCO)CCCCCCCCCCCC)CCCCCCCCC